N[C@H](C(=O)N1C[C@H](CC1)NC=1C2=C(N=CN1)C=CC(=N2)C=2C=NC(=C(C2)C(F)(F)F)OC)C[Se]C (R)-2-amino-1-((S)-3-((6-(6-methoxy-5-(trifluoromethyl)-3-pyridinyl)-4-pyrido[3,2-d]pyrimidinyl)amino)1-pyrrolidinyl)-3-(methylseleno)propan-1-one